N1=CC(=CC=C1)C=1NC=C(N1)C=O 2-PYRIDIN-3-YL-1H-IMIDAZOLE-4-CARBALDEHYDE